rac-N-(4-(2,5-difluorophenyl)-2-(5,5-difluorotetrahydro-2H-pyran-2-yl)pyridin-3-yl)-2-isopropoxypyrimidine-5-carboxamide FC1=C(C=C(C=C1)F)C1=C(C(=NC=C1)[C@@H]1OCC(CC1)(F)F)NC(=O)C=1C=NC(=NC1)OC(C)C |r|